CC1(N(C(CCC1)(C)C)C)C 2,2,6,6-tetramethyl-N-methylpiperidine